N-[1-[4-[(E)-[(2-isopropyl-5-methyl-phenyl)aminomethyl-thiohydrazino]methyl]phenyl]-3-methyl-pyrazol-4-yl]-4-(trifluoromethoxy)benzamide C(C)(C)C1=C(C=C(C=C1)C)NCSNNCC1=CC=C(C=C1)N1N=C(C(=C1)NC(C1=CC=C(C=C1)OC(F)(F)F)=O)C